NC1=C(C(=O)NC(C)C)C=C(C=N1)C1=C(C=C(C=C1)NC(C(O)C1=CC(=CC(=C1)F)F)=O)C(F)(F)F 2-amino-5-(4-(2-(3,5-difluorophenyl)-2-hydroxyacetamido)-2-(trifluoromethyl)phenyl)-N-isopropylnicotinamide